4-azido-2-(methylthio)pyrimidine N(=[N+]=[N-])C1=NC(=NC=C1)SC